2-fluoropyridin-3-ylboronic acid FC1=NC=CC=C1B(O)O